5-[[2-(6-oxo-2,5-diazaspiro[3.4]octane-2-carbonyl)-2-azaspiro[3.3]heptan-6-yl]oxy]-2-(trifluoromethyl)benzonitrile O=C1NC2(CN(C2)C(=O)N2CC3(C2)CC(C3)OC=3C=CC(=C(C#N)C3)C(F)(F)F)CC1